N1=C(C=CC=C1)C[C@@]1(NCCC1)C(=O)O α-(2-pyridinylmethyl)-proline